3-[(6R)-5-[(2E)-4-(dimethylamino)but-2-enoyl]-6-methyl-3-(3-methyl-1H-pyrrolo[2,3-b]pyridin-4-yl)-4,5,6,7-tetrahydropyrazolo[1,5-a]pyrazin-2-yl]benzonitrile CN(C/C=C/C(=O)N1CC=2N(C[C@H]1C)N=C(C2C2=C1C(=NC=C2)NC=C1C)C=1C=C(C#N)C=CC1)C